tert-butyl N-(3-cyclopropyl-6-morpholinoimidazo[1,2-b]pyridazin-8-yl)-N-(4-methoxybenzyl)glycinate C1(CC1)C1=CN=C2N1N=C(C=C2N(CC(=O)OC(C)(C)C)CC2=CC=C(C=C2)OC)N2CCOCC2